N1=C(N=CC2=C1CC=1C=CC=CC12)C1=NC=2C(C=N1)=C1CC=CC=C1C2 indenopyrimidinyl-(5H-indenopyrimidine)